FC=1C(=C(C=CC1F)[C@H]1[C@@H](O[C@@]([C@@H]1C)(C(F)(F)F)C)C(=O)NC1=CC([N+](C=C1)=O)C(=O)N)O 4-[[(2R,3s,4r,5s)-3-(3,4-difluoro-2-hydroxy-phenyl)-4,5-dimethyl-5-(trifluoromethyl)tetrahydrofuran-2-carbonyl]amino]-1-oxo-pyridin-1-ium-2-carboxamide